C(#N)CCCCCC(C(=O)O)C1=CC(=CC=C1)\C=C\C(=O)OC (E)-7-cyano-2-(3-(3-methoxy-3-oxoprop-1-en-1-yl)phenyl)heptanoic acid